CS(=O)(=O)O.C(CCCCCCC)N octylamine methanesulfonate